S(=O)([O-])[O-].[Au+2] gold (II) sulfite